6-bromo-N'-(4-((tert-butyldimethylsilyl)oxy)-2-chloro-5-fluorophenyl)-4-chloropyrrolo-[1,2-b]pyridazine-3-carboximidamide BrC=1C=C2N(N=CC(=C2Cl)C(N)=NC2=C(C=C(C(=C2)F)O[Si](C)(C)C(C)(C)C)Cl)C1